C(=O)C1=NC=C(C=C1)C1=CC(=CC(=C1)C=1C=CC(=NC1)C=O)C=1C=CC(=NC1)C=O 1,3,5-tris(2-formylpyridin-5-yl)Benzene